N-(3-chloro-5-(methylsulfonamido)phenyl)-1-(5-fluoropyrimidin-2-yl)-5-methyl-1H-pyrrole-3-carboxamide ClC=1C=C(C=C(C1)NS(=O)(=O)C)NC(=O)C1=CN(C(=C1)C)C1=NC=C(C=N1)F